N1C=C(C2=CC=CC=C12)CCNC1=NC(=NC2=C1OCCN2)C=2C(NC=C(C2)Cl)=O 3-(4-((2-(1H-indol-3-yl)ethyl)amino)-7,8-dihydro-6H-pyrimido[5,4-b][1,4]oxazin-2-yl)-5-chloropyridin-2(1H)-one